C(C1=CC=CC=C1)OC1=C(C(=O)C2NCC3=CC(=CC=C23)C(=O)O)C(=CC(=C1)O)O (2-(benzyloxy)-4,6-dihydroxybenzoyl)isoindoline-5-carboxylic acid